4-((2S,5R)-2,5-dimethyl-4-((S)-2-methyl-1-(4-(trifluoromethoxy)phenyl)propyl)piperazin-1-yl)-2-methyl-1-(((S)-tetrahydrofuran-2-yl)methyl)-1H-[1,2,4]triazolo[3,4-b]purine C[C@@H]1N(C[C@H](N(C1)[C@@H](C(C)C)C1=CC=C(C=C1)OC(F)(F)F)C)C=1C=2N=C(N(C2N2C(N1)=NN=C2)C[C@H]2OCCC2)C